2-((4-(4-(1-((2-(2,6-dioxopiperidin-3-yl)-1-oxoisoindoline-5-yl)methyl)piperidin-4-yl)piperazin-1-yl)-2-isopropoxy-5-methylphenyl)amino)-5-(trifluoromethyl)pyridine O=C1NC(CCC1N1C(C2=CC=C(C=C2C1)CN1CCC(CC1)N1CCN(CC1)C1=CC(=C(C=C1C)NC1=NC=C(C=C1)C(F)(F)F)OC(C)C)=O)=O